(E)-methyl-3-(3,5-difluoro-4-formylphenyl)acrylic acid C/C(/C(=O)O)=C\C1=CC(=C(C(=C1)F)C=O)F